1-benzyl-N-(3-chloro-2-fluorophenyl)-1H-1,2,4-triazole-3-carboxamide C(C1=CC=CC=C1)N1N=C(N=C1)C(=O)NC1=C(C(=CC=C1)Cl)F